3,5-dibromo-4-formylpyridine BrC=1C=NC=C(C1C=O)Br